N2-[2-[2-(2-aminoethoxy)ethoxy]ethyl]-N4-cyclopentyl-6-phenyl-1,3,5-triazine-2,4-diamine NCCOCCOCCNC1=NC(=NC(=N1)NC1CCCC1)C1=CC=CC=C1